[N+](=O)([O-])C=1C=C(C=CC1)N(N=C(C1=NC(=NC=C1C1=C(C=CC=C1)Br)NC1=CC=C(C=C1)C#N)C1=NC(=NC=C1C1=C(C=CC=C1)Br)NC1=CC=C(C=C1)C#N)C(=O)N 2-bromophenyl-2-(4-cyanophenylamino)-pyrimidin-4-ylketone-N-(3-nitrophenyl) semicarbazone